ethyl 1-(3-fluorophenyl)-1H-1,2,4-triazole-3-carboxylate FC=1C=C(C=CC1)N1N=C(N=C1)C(=O)OCC